C(C)(C)(C)OC(=O)N1C(CNCC1)C1CC(C1)C=O (3-formyl-cyclobutyl)piperazine-1-carboxylic acid tert-butyl ester